BrC1=NN=C(S1)N 5-bromo-1,3,4-Thiadiazole-2-amine